2-chloro-N-[(2R)-1-oxo-1-[[(3R)-pyrrolidin-3-yl]amino]propan-2-yl]-4-[[3-[3-(trifluoromethyl)-1H-pyrazol-4-yl]imidazo[1,2-a]pyrazin-8-yl]amino]benzamide formate C(=O)O.ClC1=C(C(=O)N[C@@H](C(N[C@H]2CNCC2)=O)C)C=CC(=C1)NC=1C=2N(C=CN1)C(=CN2)C=2C(=NNC2)C(F)(F)F